C(C)(=O)OCC=1C=C(C=C2N=C(C=3N(C12)C=CC3)Cl)C(=O)[O-] 9-(acetoxymethyl)-4-chloropyrrolo[1,2-a]quinoxaline-7-carboxylate